(3-acetyl-6-aminopyrazin-2-yl)-3H-spiro[benzofuran-2,4'-piperidine] C(C)(=O)C=1C(=NC(=CN1)N)N1CCC2(CC1)OC1=C(C2)C=CC=C1